I[SiH]1O[SiH](C1)I 1,3-diiodo-1,3-disiloxetane